NC(C(=O)O)C(CC1=CC=CC=C1)N α,β-diaminobenzenebutanoic acid